CN1C=C(C2=CC(=CC=C12)OC)C1=NC(=NC=C1)Cl 1-methyl-3-(2-chloro-4-pyrimidinyl)-5-methoxyindole